1-[2-cyano-4-(trifluoromethyl)phenyl]-4-{2'-ethoxy-[2,3'-bipyridine]-5-yl}-N-[(2S)-3-hydroxy-2-(methylamino)propyl]piperidine-4-carboxamide C(#N)C1=C(C=CC(=C1)C(F)(F)F)N1CCC(CC1)(C(=O)NC[C@@H](CO)NC)C=1C=CC(=NC1)C=1C(=NC=CC1)OCC